tert-butyl N-[(1S)-1-{4-[1-(2H3)methyl-4-[(2R)-2-methylbut-3-enamido]-1H-pyrazol-5-yl]pyridin-2-yl}but-3-en-1-yl]carbamate C(N1N=CC(=C1C1=CC(=NC=C1)[C@H](CC=C)NC(OC(C)(C)C)=O)NC([C@@H](C=C)C)=O)([2H])([2H])[2H]